OCC(=O)N(C)CC=1SC(=CC1)C(CSC=1C2=C(N=C(N1)C(F)(F)F)C=NC(=C2)OC)=O 2-hydroxy-N-((5-(2-((6-methoxy-2-(trifluoromethyl)pyrido[3,4-d]pyrimidin-4-yl)thio)acetyl)thiophen-2-yl)methyl)-N-methylacetamide